2,7'-biquinoline N1=C(C=CC2=CC=CC=C12)C1=CC=C2C=CC=NC2=C1